CN1C(=NC2=C1C=CC(=C2)C(=O)OCC)CCNC2=NC=CC1=CC=C(C=C21)C2=NOC(=N2)C Ethyl 1-methyl-2-(2-{[7-(5-methyl-1,2,4-oxadiazol-3-yl)isoquinolin-1-yl]amino}ethyl)-1H-1,3-benzodiazole-5-carboxylate